N1(CCCCC1)C1=CC=2C3=NNC4=CC=C(OCCCNC(COC(=C1)C2)=O)C=C34 4-(piperidin-1-yl)-7,14-dioxa-10,19,20-triazatetracyclo[13.5.2.12,6.018,21]tricosa-1(20),2(23),3,5,15,17,21-heptaen-9-one